2'-methyl-2',3'-dihydro-1'H-spiro[cyclohexane-1,4'-isoquinolin]-3-ol CN1CC2=CC=CC=C2C2(C1)CC(CCC2)O